2-carboxy-2-hydroxyethyl(thio)-Piperidinecarboxylic acid C(=O)(O)C(CSC1N(CCCC1)C(=O)O)O